3-(tert-butoxycarbonylamino)-5,5,7-trifluoro-2-oxo-1-[[4-(trifluoromethoxy)phenyl]methyl]-3,4-dihydro-1-benzazepine-8-carboxylic acid C(C)(C)(C)OC(=O)NC1C(N(C2=C(C(C1)(F)F)C=C(C(=C2)C(=O)O)F)CC2=CC=C(C=C2)OC(F)(F)F)=O